tert-butyl (2S)-2-[(methanesulfonyloxy)methyl]morpholine-4-carboxylate CS(=O)(=O)OC[C@@H]1CN(CCO1)C(=O)OC(C)(C)C